C1(CCCCC1)C1=NOC(=C1C1=CC2(C1)CCN(CC2)C=2C=C1C(=CC(=NC1=CC2)C(=O)O)OCC)C2CC2 6-(2-(3-cyclohexyl-5-cyclopropylisoxazol-4-yl)-7-azaspiro[3.5]non-1-en-7-yl)-4-ethoxyquinoline-2-carboxylic acid